3-(1-(2,6-dichlorobenzyl)hydrazineyl)pyridine ClC1=C(CN(N)C=2C=NC=CC2)C(=CC=C1)Cl